4-hydroxy-N-methyl-1-(3-methyl-2-(4-(1-methylcyclopropyl)-1H-1,2,3-triazol-1-yl)butanoyl)pyrrolidine-2-carboxamide OC1CC(N(C1)C(C(C(C)C)N1N=NC(=C1)C1(CC1)C)=O)C(=O)NC